hydroxy(phenyl)methylindolizine-7-carboxylic acid OC=1C(=C2C=C(C=CN2C1)C(=O)O)CC1=CC=CC=C1